C(C)(=O)OC=1C(=NC=CC1OC)C(N[C@H](C(=O)NC(=C(C1=CC=C(C=C1)F)C1=CC=C(C=C1)F)C)C)=O (S)-2-((1-((1,1-bis(4-fluorophenyl)prop-1-en-2-yl)amino)-1-oxopropan-2-yl)carbamoyl)-4-methoxypyridin-3-yl acetate